Benzyl (1S,2S,3R,4R)-3-(4'-(ethoxycarbonyl)-6-fluoro-4-methoxy-[1,1'-biphenyl]-3-carboxamido)bicyclo[2.2.1]hept-5-ene-2-carboxylate C(C)OC(=O)C1=CC=C(C=C1)C1=CC(=C(C=C1F)OC)C(=O)N[C@H]1[C@H]([C@@H]2C=C[C@H]1C2)C(=O)OCC2=CC=CC=C2